N1(N=NC=C1)CC1CC=NO1 5-[(1-1,2,3-triazol-1-yl)methyl]-4,5-dihydro-1,2-oxazole